4-[[3-(3-fluoro-4-methoxyphenyl)imidazo[1,2-a]pyrazin-8-yl]amino]-N,2-dimethyl-N-(tetrahydropyran-4-ylmethyl)benzamide FC=1C=C(C=CC1OC)C1=CN=C2N1C=CN=C2NC2=CC(=C(C(=O)N(CC1CCOCC1)C)C=C2)C